NC1=C(SC2=NC(=CC=C21)C)C(=O)N[C@@H]2CC=1C=NC(=NC1CC2)N2C[C@@H]([C@H](C2)OC(C)C)N 3-amino-N-[(6S)-2-[(3S,4S)-3-amino-4-(propan-2-yloxy)pyrrolidin-1-yl]-5,6,7,8-tetrahydroquinazolin-6-yl]-6-methylthieno[2,3-b]pyridine-2-carboxamide